Cl.Cl.ClC=1C=C(C=CC1)N1CCN(CC1)CC(O)C(C1=CC=CC=C1)C1=CC=CC=C1 4-(3-chlorophenyl)-ALPHA-(diphenylmethyl)-1-piperazineethanol dihydrochloride